phenyl (4-((4-methylpiperazin-1-yl)methyl)-3-(trifluoromethyl)phenyl)carbamate CN1CCN(CC1)CC1=C(C=C(C=C1)NC(OC1=CC=CC=C1)=O)C(F)(F)F